NC([C@H](CC1=CC=CC=C1)NC([C@H](CCCCNC(OCC1=CC=CC=C1)=O)NC(OC(C)(C)C)=O)=O)=O benzyl tert-butyl ((S)-6-(((S)-1-amino-1-oxo-3-phenylpropan-2-yl)amino)-6-oxohexane-1,5-diyl)dicarbamate